tert-butyl (2S,3S)-3-hydroxy-2-[methyl(m-tolyl)carbamoyl]pyrrolidine-1-carboxylate O[C@@H]1[C@H](N(CC1)C(=O)OC(C)(C)C)C(N(C=1C=C(C=CC1)C)C)=O